CC1=CC=C(C=C1)C=C(C)[N+](=O)[O-] 1-(4-methylphenyl)-2-nitropropene